C(C(=C)C)(=O)O.N1C(=O)NC(=O)NC1=O isocyanuric acid monomethacrylate